N-(o-{2-[3,4-Bis(benzyloxy)-2-hydroxyphenoxy]-ethoxy}phenyl)2,3-bis(benzyloxy)benzamide C(C1=CC=CC=C1)OC=1C(=C(OCCOC2=C(C=CC=C2)NC(C2=C(C(=CC=C2)OCC2=CC=CC=C2)OCC2=CC=CC=C2)=O)C=CC1OCC1=CC=CC=C1)O